BrC1=CC=C(C=N1)N1CCC(CC1)N1CCN(CC1)C (1-(6-bromopyridin-3-yl)piperidin-4-yl)-4-methylpiperazine